N[C@H](C(=O)NCCCC[C@H](NC(CCC1=CC=C(C=C1)C1=CC=C(C=C1)CCCCNC(=O)OCC1=CC=CC=C1)=O)C(=O)OC)CCC(=O)OC methyl N6-((S)-2-amino-5-methoxy-5-oxopentanoyl)-N2-(3-(4'-(4-(((benzyloxy)carbonyl)amino)butyl)-[1,1'-biphenyl]-4-yl)propanoyl)-L-lysinate